C(C1=CC=CC=C1)OC=1C=C(C=NC1)C1=NN(C=2C[C@@H](CCC12)C(=O)OC)C(C)C methyl (R)-3-(5-(benzyloxy)pyridin-3-yl)-1-isopropyl-4,5,6,7-tetrahydro-1H-indazole-6-carboxylate